Carbonic acid 7-[4-(4-benzo[b]thiophen-4-ylpiperazin-1-yl)butoxy]-2-oxo-2H-quinolin-1-ylmethyl ester hexyl ester C(CCCCC)OC(OCN1C(C=CC2=CC=C(C=C12)OCCCCN1CCN(CC1)C1=CC=CC=2SC=CC21)=O)=O